(2S)-3',5-Dihydroxy-4'-methoxy-7-[α-L-rhamnopyranosyl-(1→6)-β-D-glucopyranosyloxy]flavan-4-one OC=1C=C([C@H]2OC3=CC(=CC(=C3C(C2)=O)O)O[C@H]2[C@H](O)[C@@H](O)[C@H](O)[C@H](O2)CO[C@H]2[C@H](O)[C@H](O)[C@@H](O)[C@@H](O2)C)C=CC1OC